4-bromo-6-methyl-1-(tetrahydro-2H-pyran-2-yl)-1H-indazole BrC1=C2C=NN(C2=CC(=C1)C)C1OCCCC1